N-[(1R)-1-(3-chloro-2-fluoro-phenyl)ethyl]-6-[(3S)-pyrrolidin-3-yl]oxy-pyrido[3,2-d]pyrimidin-4-amine ClC=1C(=C(C=CC1)[C@@H](C)NC=1C2=C(N=CN1)C=CC(=N2)O[C@@H]2CNCC2)F